(E)-3-(4-isopropoxy-3-methoxyphenyl)-1-(4-((4-(trifluoromethyl)phenyl)sulfonyl)cyclohexyl)prop-2-en-1-one C(C)(C)OC1=C(C=C(C=C1)/C=C/C(=O)C1CCC(CC1)S(=O)(=O)C1=CC=C(C=C1)C(F)(F)F)OC